C(OCC=O)(OC1=CC=C(C=C1)[N+](=O)[O-])=O 2-oxoethyl (4-nitrophenyl) carbonate